C(C)(C)(C)OC(=O)N1CCCC1 pyrrolidine-1-carboxylic Acid tert-butyl Ester